(Z)-2-(5-Fluoro-1-(2-fluoro-4-((4-fluorophenoxy)methyl)benzylidene)-2-methyl-1H-inden-3-yl)acetic acid FC=1C=C2C(=C(/C(/C2=CC1)=C/C1=C(C=C(C=C1)COC1=CC=C(C=C1)F)F)C)CC(=O)O